Azepan-1-yl(2-(p-tolyl)benzo[d]imidazo[2,1-b]thiazol-7-yl)methanone N1(CCCCCC1)C(=O)C1=CC2=C(N3C(S2)=NC(=C3)C3=CC=C(C=C3)C)C=C1